FC=1C(=CC=2C3=C(NC(C2C1)=O)COC[C@@H]3NC(=O)C=3C=C1C=CC=CN1C3)F (R)-N-(8,9-difluoro-6-oxo-1,4,5,6-tetrahydro-2H-pyrano[3,4-c]isoquinolin-1-yl)indolizine-2-carboxamide